FC1=CC=C(C=C1)N1C(=CC2=C1C=C1C=NN(C1=C2)C(=O)OCC2=CC=CC=C2)C(C)C benzyl 5-(4-fluorophenyl)-6-isopropyl-pyrrolo[2,3-f]indazole-1-carboxylate